N[C@H]1CN(C[C@H](C1(F)F)C)C1=C(C#N)C=C(C(=N1)NC1=CC2=C(N(C(N2CCC2(CC2)O)=O)C)C=C1)Cl 2-((3S,5R)-3-amino-4,4-difluoro-5-methylpiperidin-1-yl)-5-chloro-6-((3-(2-(1-hydroxycyclopropyl)ethyl)-1-methyl-2-oxo-2,3-dihydro-1H-benzo[d]imidazol-5-yl)amino)nicotinonitrile